CC1(C=NCCC2=C1C=CC=C2)C 1,1-dimethyl-4,5-dihydro-1H-benzo[d]azepin